NC1CCC(CC1)NC1=NC=C(C=N1)CCC=1C=CC(=NC1OC)NS(=O)(=O)C1=C(C=CC=C1)Cl N-(5-(2-(2-(((1r,4r)-4-aminocyclohexyl)amino)pyrimidin-5-yl)ethyl)-6-methoxypyridin-2-yl)-2-chlorobenzenesulfonamide